1-(1-(2-(4-hydroxyphenyl)acetyl)piperidin-4-yl)-1H-benzo[d]imidazol-2(3H)-one OC1=CC=C(C=C1)CC(=O)N1CCC(CC1)N1C(NC2=C1C=CC=C2)=O